2-[4-(difluoromethyl)-6-[4-[[4-(hydroxymethyl)-1-piperidinyl]methyl]phenyl]-7-methyl-indazol-2-yl]-2-[(6R)-6-fluoro-6,7-dihydro-5H-pyrrolo[1,2-c]imidazol-1-yl]-N-thiazol-2-yl-acetamide FC(C=1C2=CN(N=C2C(=C(C1)C1=CC=C(C=C1)CN1CCC(CC1)CO)C)C(C(=O)NC=1SC=CN1)C1=C2N(C=N1)C[C@@H](C2)F)F